2-[[2-(4-cyclopropyl-6-ethoxy-pyrimidin-5-yl)pyrrolo[3,2-d]pyrimidin-5-yl]methoxy]ethyl-trimethyl-silane C1(CC1)C1=NC=NC(=C1C=1N=CC2=C(N1)C=CN2COCC[Si](C)(C)C)OCC